N(=[N+]=[N-])C1=CC=C(C=C1)[C@]12[C@](C=3C(=NC(=CC3O1)OC)OC)([C@@H]([C@@H]([C@H]2C2=CC=CC=C2)CN2CC(C2)OC)O)O (5aR,6S,7S,8R,8aS)-5a-(4-azidophenyl)-1,3-dimethoxy-7-((3-methoxyazetidin-1-yl)methyl)-6-phenyl-5a,6,7,8-tetrahydro-8aH-cyclopenta[4,5]furo[3,2-c]pyridine-8,8a-diol